IC=1OC2=C(N1)C=CC=C2 2-iodo-1,3-benzoxazole